CN(C=CC(=O)C1=NC(=CC=C1)C)C 3-(dimethylamino)-1-(6-methyl-2-pyridyl)prop-2-en-1-one